CC1(C2=CC(=CC=C2NC=2C=CC(=CC12)C(C)(C)C)C(C)(C)C)C 9,9-dimethyl-2,7-di(tert-butyl)-9,10-dihydroacridine